((2-methylbut-3-en-2-yl)sulfonyl)cyclopropane CC(C)(C=C)S(=O)(=O)C1CC1